(1S*,3S*,4S*)-3-(benzyloxy)-1-(3-(5-bromopyrimidin-2-yl)benzyl)-4-hydroxycyclopentane-1-carboxylate C(C1=CC=CC=C1)O[C@H]1C[C@](C[C@@H]1O)(C(=O)[O-])CC1=CC(=CC=C1)C1=NC=C(C=N1)Br |o1:8,10,12|